C(CC(O)(C(=O)O)CC(=O)O)(=O)O.FC1=CC=C(S1)CC[C@]1(CN(CC1)C(C)(C)C=1C=NC(=CC1)C)CNS(=O)(=O)C |o1:21| (S or R)-N-((3-(2-(5-fluorothiophen-2-yl)ethyl)-1-(2-(6-methylpyridin-3-yl)propan-2-yl)pyrrolidin-3-yl)methyl)methane-sulfonamide citrate